C1(C(CC1)(C(=O)O)C(=O)O)(C(=O)NN)C(=O)O cyclobutanetetracarboxylic acid hydrazide